C1(CC1)C=1C(=NN2C1C(NC(=C2)C2=CC1=CC=CC=C1C=C2)=O)C(=O)NC(CN(CCO)CC)C2=CC=CC=C2 3-Cyclopropyl-N-[2-[ethyl(2-hydroxyethyl)amino]-1-phenylethyl]-6-(2-naphthyl)-4-oxo-5H-pyrazolo[1,5-a]pyrazine-2-carboxamide